ethyl 2-(6-(6'-acetamidospiro[cyclopropane-1,3'-pyrrolo[3,2-c]pyridin]-1'(2'H)-yl)-2-(1,1-difluoroethyl)pyrimidin-4-yl)-2-cyanoacetate C(C)(=O)NC1=CC2=C(C=N1)C1(CN2C2=CC(=NC(=N2)C(C)(F)F)C(C(=O)OCC)C#N)CC1